ClC1=CC=C(C=C1)C1=N[C@H](C=2N(C3=C1C=C(C=C3)OC)C(=NN2)C)CC(=O)NCCCCCNC(C2=CC=CC=C2)=O N-(5-(2-((4S)-6-(4-chlorophenyl)-8-methoxy-1-methyl-4H-benzo[f][1,2,4]triazolo[4,3-a][1,4]diazepin-4-yl)acetamido)pentyl)benzamide